(5S)-3-[3-(3-chloro-2-fluorophenoxy)-6-methylpyridazin-4-yl]-5-(2-chloro-4-methylbenzyl)-5,6-dihydro-4H-1,2,4-oxadiazine ClC=1C(=C(OC=2N=NC(=CC2C2=NOC[C@@H](N2)CC2=C(C=C(C=C2)C)Cl)C)C=CC1)F